COC1=C(C(=O)NC=2C=CC=C3C(=CC=NC23)C=2C=NN(C2)CC(F)(F)F)C=CC(=C1)OC 2,4-dimethoxy-N-(4-(1-(2,2,2-trifluoroethyl)-1H-pyrazol-4-yl)quinolin-8-yl)benzamide